C1[C@H]([C@@H]([C@H](C(O1)O)O)O)O[C@@H]2[C@@H]([C@H]([C@@H]([C@H](O2)CO)O)O)O The molecule is a glycosylxylose consisting of alpha-D-glucopyranose and D-xylopyranose residues joined in sequence by a (1->4) glycosidic bond. It derives from a D-xylopyranose and an alpha-D-glucose.